BrC1=CC=C(C=C1)C(C)C(C(=O)N)N1N=CC=2N(C1=O)C=CC2 1-(4-bromophenyl)ethyl-2-(4-oxopyrrolo[1,2-d][1,2,4]triazin-3(4H)yl)acetamide